1-[6-[1-[[4-[7-[4-(aminomethyl)-3-fluoro-phenyl]pyrazolo[1,5-a]pyrimidin-2-yl]phenyl]methyl]-4-piperidyl]-1-methyl-indazol-3-yl]hexahydropyrimidine-2,4-dione HCl salt Cl.NCC1=C(C=C(C=C1)C1=CC=NC=2N1N=C(C2)C2=CC=C(C=C2)CN2CCC(CC2)C2=CC=C1C(=NN(C1=C2)C)N2C(NC(CC2)=O)=O)F